ClC=1C=CC(=C(C(=O)NC=2CC(C=CC2)=S(=O)=O)C1)OC1=C(C=C(C=C1)F)C 5-chloro-2-(4-fluoro-2-methylphenoxy)-N-(3-sulfonylphenyl)benzamide